CC1=CC(=NN1)NC1=NC(=NC=C1)N N4-(5-methyl-1H-pyrazol-3-yl)pyrimidine-2,4-diamine